FC=1C(=C(C=C(C1)C(C)C)[C@H](C(=O)O)N1C[C@@H](CC1)OCCCCCC1=NC=2NCCCC2C(=C1)OC(C)C)OC (R)-2-(3-fluoro-5-isopropyl-2-methoxyphenyl)-2-((R)-3-((5-(4-isopropoxy-5,6,7,8-tetrahydro-1,8-naphthyridin-2-yl)pentyl)oxy)pyrrolidin-1-yl)acetic acid